1-(4-{2-[4-amino-7-methyl-5-(4-phenoxyphenyl)-7H-pyrrolo[2,3-d]pyrimidin-6-yl]ethynyl}piperidin-1-yl)-2-(methylamino)ethan-1-one NC=1C2=C(N=CN1)N(C(=C2C2=CC=C(C=C2)OC2=CC=CC=C2)C#CC2CCN(CC2)C(CNC)=O)C